yttrium tricaprylate C(CCCCCCC)(=O)[O-].C(CCCCCCC)(=O)[O-].C(CCCCCCC)(=O)[O-].[Y+3]